CC(C)(OC(CCOCCOCCOCCC(=O)O)=O)C 2,2-dimethyl-4-oxo-3,7,10,13-tetraoxahexadecan-16-oic acid